OC1=CC=C(C=C1)C(CCO)=C(CC)C1=CC=C(C=C1)O 3,4-bis(4-hydroxyphenyl)-3-hexenol